dichloro-1,2,4-thiadiazole ClC1=NC(=NS1)Cl